(1S,4S)-tert-butyl 2,5-diazabicyclo[2.2.1]heptane-2-carboxylate [C@@H]12N(C[C@@H](NC1)C2)C(=O)OC(C)(C)C